di-phenyl carbonate C(OC1=CC=CC=C1)(OC1=CC=CC=C1)=O